NC=1C=C2CCNC(C2=CC1)=O 6-Amino-3,4-dihydro-2H-isoquinolin-1-one